FC1=C(C=CC=C1F)C1=C(C=C2C(=N1)NCS2)C 5-(2,3-difluorophenyl)-6-methyl-2,3-dihydro[1,3]thiazolo-[4,5-b]pyridine